racemic-7-(5-chloro-2-(2-(6-(4-methoxypiperidin-1-yl)-2,6-dimethyl-4-oxo-5,6,7,8-tetrahydroquinazolin-3(4H)-yl)ethoxy)phenyl)-5-methylthieno[3,2-b]pyridine-3-carboxylic acid ClC=1C=CC(=C(C1)C1=C2C(=NC(=C1)C)C(=CS2)C(=O)O)OCCN2C(=NC=1CC[C@@](CC1C2=O)(C)N2CCC(CC2)OC)C |r|